2-Methoxyethyl-(S,E)-(7-(dimethylamino)-1-((1-((5-fluoro-7-neopentyl-1H-indol-2-yl)methyl)-2-oxo-1,2-dihydropyridin-3-yl)amino)-1,7-dioxohept-5-en-2-yl)carbamat COCCOC(N[C@H](C(=O)NC=1C(N(C=CC1)CC=1NC2=C(C=C(C=C2C1)F)CC(C)(C)C)=O)CC\C=C\C(=O)N(C)C)=O